FC1=C(C(=C(C(=C1[B-](C1=C(C(=C(C(=C1F)F)F)F)F)(C1=C(C(=C(C(=C1F)F)F)F)F)C1=C(C(=C(C(=C1F)F)F)F)F)F)F)F)F.C[NH+](C1=CC=CC=C1)C dimethyl-phenyl-ammonium tetra(pentafluorophenyl)borate